[4-(3-azidopropylamino)-1-cyano-1-methyl-4-oxobutyl] benzene-carbodithioate C1(=CC=CC=C1)C(=S)SC(CCC(=O)NCCCN=[N+]=[N-])(C)C#N